(R)-N-(2-(4-Cyanothiazolidin-3-yl)-2-oxoethyl)-6-(3,3-dimethylpyrrolidine-1-yl)quinoline-4-carboxamide C(#N)[C@H]1N(CSC1)C(CNC(=O)C1=CC=NC2=CC=C(C=C12)N1CC(CC1)(C)C)=O